(3-(m-tolyl)-1H-pyrazol-1-yl)furo[3,2-b]pyridine C1(=CC(=CC=C1)C1=NN(C=C1)C1=CC2=NC=CC=C2O1)C